4-((7-methoxy-1H-imidazo[4,5-c][1,8]naphthyridin-1-yl)methyl)-3-(trifluoromethyl)-benzenesulfonamide COC=1C=CC=2C3=C(C=NC2N1)N=CN3CC3=C(C=C(C=C3)S(=O)(=O)N)C(F)(F)F